1-Isothiocyanato-2-(methylsulfonyl)benzene N(=C=S)C1=C(C=CC=C1)S(=O)(=O)C